CN1N=C(C=2N=C(N=C(C21)N2CC1=C(CC2)N(N=C1C)CC12CCC(CC1)(CC2)N2CCCC2)C)C 1,3,5-trimethyl-7-(3-methyl-1-((4-(pyrrolidin-1-yl)bicyclo[2.2.2]oct-1-yl)methyl)-6,7-dihydro-1H-pyrazolo[4,3-c]pyridin-5(4H)-yl)-1H-pyrazolo[4,3-d]pyrimidine